N-(3-(((3R,4R)-4-((tert-butyldiphenylsilyl)oxy)tetrahydrofuran-3-yl)oxy)-1-(methyl-d3)-1H-pyrazol-4-yl)formamide [Si](C1=CC=CC=C1)(C1=CC=CC=C1)(C(C)(C)C)O[C@H]1[C@@H](COC1)OC1=NN(C=C1NC=O)C([2H])([2H])[2H]